BrC=1C=C(C(=NC1C(C)(C)C)O)C#N 5-bromo-6-tert-butyl-2-hydroxypyridine-3-carbonitrile